C(C)(=O)N1[C@@H](CN(CC1)CC=1C=NN(C1)C1=CC(=C(C=N1)C#N)C)C=1C(=C2COC(C2=CC1)=O)C (R)-6-(4-((4-acetyl-3-(4-methyl-1-oxo-1,3-dihydroisobenzofuran-5-yl)piperazin-1-yl)methyl)-1H-pyrazol-1-yl)-4-methylpyridine-3-carbonitrile